1-(bromomethyl)-1-(methoxymethyl)cyclobutane BrCC1(CCC1)COC